acetic acid-(R)-1-methylpyrrolidin-3-yl ester CN1C[C@@H](CC1)OC(C)=O